ClC1=C(C(=O)C=2C=NN(C2C2=C(C(=NN2C)C)C(=O)[O-])CC)C=CC(=C1COCC(F)(F)F)S(=O)(=O)C 4-{2-chloro-4-(methylsulfonyl)-3-[(2,2,2-trifluoroethoxy) methyl] benzoyl}-1-ethyl-1H-pyrazol-5-yl-1,3-dimethyl-1H-pyrazole-4-carboxylate